NC1=C(C=2C(=NC=C(C2)C2CC2)N1C1=C(C(=CC=C1C)OC)C)C#N 2-amino-5-cyclopropyl-1-(3-methoxy-2,6-dimethyl-phenyl)pyrrolo[2,3-b]pyridine-3-carbonitrile